1-(cyclobutylamino)-4-(2-fluoropyridin-3-yl)-6-(trifluoromethyl)-3H-pyrido[1,2-c]pyrimidin-3-one C1(CCC1)NC1=NC(C(=C2N1C=CC(=C2)C(F)(F)F)C=2C(=NC=CC2)F)=O